N-(1,1-dimethylsilacyclopentan-3-yl)-4,5-difluoro-6-methyl-1H-pyrrolo[2,3-b]pyridine-2-carboxamide C[Si]1(CC(CC1)NC(=O)C1=CC=2C(=NC(=C(C2F)F)C)N1)C